FC(CC1C=C(CN1)C=1C(=C(C(=CC1)O)N1CC(NS1(=O)=O)=O)F)F 5-(3-(5-(2,2-difluoroethyl)-2,5-dihydro-1H-pyrrol-3-yl)-2-fluoro-6-hydroxyphenyl)-1,2,5-thiadiazolidin-3-one 1,1-dioxide